tert-butyl-1-[3-[(2-amino-6-fluoro-pyrazolo[1,5-a]pyrimidine-3-carbonyl)amino]-5-fluoro-4-pyridyl]piperidine C(C)(C)(C)C1N(CCCC1)C1=C(C=NC=C1F)NC(=O)C=1C(=NN2C1N=CC(=C2)F)N